FC1=CC=C(C=C1)C1=CC=C(C=C1)C1=CC(=NC=C1)CN1CCC2(CCCC2)CC1 8-((4-(4'-fluoro-[1,1'-biphenyl]-4-yl)pyridin-2-yl)methyl)-8-aza-spiro[4.5]decane